C[C@H]1CC(CC[C@H]1C)=O (3S,4R)-3,4-dimethylcyclohexanone